2-[[1-[2-[4-[(2S)-4-tert-butoxycarbonyl-2-methyl-piperazin-1-yl]-6-chloro-8-fluoro-7-(3-hydroxy-1-naphthyl)quinazolin-2-yl]oxyethyl]-4-piperidyl]methoxy]acetic acid C(C)(C)(C)OC(=O)N1C[C@@H](N(CC1)C1=NC(=NC2=C(C(=C(C=C12)Cl)C1=CC(=CC2=CC=CC=C12)O)F)OCCN1CCC(CC1)COCC(=O)O)C